FC(OC1=NC(=CC=C1NC(=O)C1(CN(C1)C(=O)NCCC(C(=O)O)(C)C)C1=C(C=CC=C1)C(C)C)C)F 4-(3-((2-(difluoromethoxy)-6-methylpyridin-3-yl)carbamoyl)-3-(2-isopropylphenyl)azetidine-1-carboxamido)-2,2-dimethylbutyric acid